C1(CC1)C(=O)NC=1C(=C(N=NC1)C(=O)NC([2H])([2H])[2H])NC1=C(C(=CC=C1)C1=NN(C=N1)CC#C)OC (Cyclopropanecarboxamido)-4-((2-methoxy-3-(1-(prop-2-yn-1-yl)-1H-1,2,4-triazol-3-yl)phenyl)amino)-N-(methyl-d3)pyridazine-3-carboxamide